CS(=O)(=O)O.C(C=C)(=O)N acrylamide methanesulfonate